COCCN1C(=NC2=C1C=C(C=C2)C(=O)O)CN2CCN(CC2)C2=CC=CC=1OC(OC12)C1=CC=CC=C1 1-(2-methoxyethyl)-2-{[4-(2-phenyl-1,3-benzodioxol-4-yl)piperazin-1-yl]methyl}-1H-benzimidazole-6-carboxylic acid